4-(4,4,5,5-tetramethyl-1,3,2-dioxaborolan-2-yl)-3,6-dihydroxypyridine-1(2H)-carboxylic acid tert-butyl ester C(C)(C)(C)OC(=O)N1CC(=C(C=C1O)B1OC(C(O1)(C)C)(C)C)O